C(C1CO1)OC(C1=CC(C(=O)OCC2CO2)=CC=C1)=O isophthalic ACID DIGLYCIDYL ESTER